ethyl 5-amino-1-(2-chloro-5-nitro-4-pyridyl)pyrazole-4-carboxylate NC1=C(C=NN1C1=CC(=NC=C1[N+](=O)[O-])Cl)C(=O)OCC